Cyanomethyl 5-(4-(1H-Pyrrol-1-yl)phenyl)-2-(pent-4-enamidomethyl)oxazole-4-carboxylate N1(C=CC=C1)C1=CC=C(C=C1)C1=C(N=C(O1)CNC(CCC=C)=O)C(=O)OCC#N